2-(4'-ethyl-benzoyl)benzoic acid C(C)C1=CC=C(C(=O)C2=C(C(=O)O)C=CC=C2)C=C1